O=C1NC(CCC1N1C(N(C2=C1C=CC(=C2)C#CCOCCOC2CCC(CC2)NC(OC(C)(C)C)=O)C)=O)=O 1-Tert-butyl ((1r,4r)-4-(2-((3-(1-(2,6-dioxopiperidin-3-yl)-3-methyl-2-oxo-2,3-dihydro-1H-benzo[d]imidazol-5-yl)prop-2-yn-1-yl)oxy)ethoxy)cyclohexyl)carbamate